N(=[N+]=[N-])[C@@H]1[C@@H](COCC1)NC(OC(C)(C)C)=O tert-butyl ((3S,4S)-4-azidotetrahydro-2H-pyran-3-yl)-carbamate